BrC1=CC2=C(C=C(O2)CO)C=C1OC (6-bromo-5-methoxy-1-benzofuran-2-yl)methanol